N-(2,3-dihydro-1H-inden-2-yl)-6,7-dihydro-5H-pyrrolo[3,4-d]pyrimidin-2-amine trifluoroacetate FC(C(=O)O)(F)F.C1C(CC2=CC=CC=C12)NC=1N=CC2=C(N1)CNC2